C(N)(=O)C1=CC=C(C=C1)NC(NC=1C=C(C(=O)O)C=C(C1)NC(=O)NC1=CC=C(C=C1)C(N)=O)=O 3,5-bis(3-(4-carbamoylphenyl)ureido)benzoic acid